ClC=1C(=NC(=C(C#N)C1)N1C[C@@H](C([C@@H](C1)C)(F)F)O)NC1=CC2=C(N(C(N2CCC(C)(C)O)=O)C)C=C1 5-chloro-2-((3S,5R)-4,4-difluoro-3-hydroxy-5-methylpiperidin-1-yl)-6-((3-(3-hydroxy-3-methyl-butyl)-1-methyl-2-oxo-2,3-dihydro-1H-benzo[d]imidazol-5-yl)amino)nicotinonitrile